methyl (2S)-2-((tert-butoxycarbonyl)amino)-4-methylhexanoate C(C)(C)(C)OC(=O)N[C@H](C(=O)OC)CC(CC)C